Cl.FC1(CC(COC1)NC=1C=2CNCC2C=CC1)F N-(5,5-difluorotetrahydro-2H-pyran-3-yl)isoindolin-4-amine hydrochloride